gamma-glutamyl-S-(trans-1-propenyl)-L-cysteine N[C@@H](CCC(=O)N[C@@H](CS\C=C\C)C(=O)O)C(=O)O